ClC1=CC2=C(OC3=C(C=4OC(=NC24)COCCCN(C)C)C=CC=C3)C=C1 [3-(5-chloro-1,8-dioxa-3-aza-dibenzo[e,h]azulen-2-ylmethoxy)-propyl]-dimethylamine